N-(cyanomethyl)-3-methyl-4-(2-(4-morpholinophenyl-amino)pyrimidin-4-yl)benzamide C(#N)CNC(C1=CC(=C(C=C1)C1=NC(=NC=C1)NC1=CC=C(C=C1)N1CCOCC1)C)=O